3-(4-{[2-(propan-2-yloxy)phenyl]sulfamoyl}phenyl)-1-(pyridin-3-ylmethyl)urea CC(C)OC1=C(C=CC=C1)NS(=O)(=O)C1=CC=C(C=C1)NC(NCC=1C=NC=CC1)=O